OCC1(COC1)N(C(OC(C)(C)C)=O)C tert-butyl (3-(hydroxymethyl)oxetan-3-yl)(methyl)carbamate